N-(5-(((3-cyano-6-(1-methyl-1H-pyrazol-4-yl)pyrazolo[1,5-a]pyridin-4-yl)oxy)methyl)pyridin-3-yl)acrylamide C(#N)C=1C=NN2C1C(=CC(=C2)C=2C=NN(C2)C)OCC=2C=C(C=NC2)NC(C=C)=O